C(C)OC(C(NNC=1C=NN(C1)CCC)Cl)=O chloro-2-[2-(1-propyl-1H-pyrazol-4-yl)hydrazino]acetic acid ethyl ester